C1(=CC=CC=2SC3=C(C21)C=CC=C3)C=3C(=C(C=CC3)C=3C(=CC(=CC3)C#N)C3=CC=CC=C3)C3=CC=CC=2SC1=C(C23)C=CC=C1 bis(dibenzo[b,d]thiophen-1-yl)-[1,1':2',1''-terphenyl]-4'-carbonitrile